FC1=C2C3(CN(C2=CC=C1)C(=O)C=1C=C2C=CNC2=CC1)CCCC3 (4'-fluorospiro[cyclopentane-1,3'-indolin]-1'-yl)(1H-indol-5-yl)methanone